ClC1=CC(=C(C(=N1)C(C(=O)OCC)C#N)[N+](=O)[O-])OC ethyl 2-(6-chloro-4-methoxy-3-nitro-2-pyridyl)-2-cyano-acetate